4-[(2-hydroxy-1-naphthyl)azo]benzenesulfonic acid monosodium salt [Na+].OC1=C(C2=CC=CC=C2C=C1)N=NC1=CC=C(C=C1)S(=O)(=O)[O-]